(cyclopropylsulfonyl)pyrrolo[1,2-a]quinoxaline-7-carboxamide C1(CC1)S(=O)(=O)C1=CC=C2N1C1=CC=C(C=C1N=C2)C(=O)N